ClC=1C=NN2C1C(=CC(=C2)C=2C=NN(C2)C2CCN(CC2)C(=O)C2(CNC2)C)OC (4-(4-(3-chloro-4-methoxypyrazolo[1,5-a]pyridin-6-yl)-1H-pyrazol-1-yl)piperidin-1-yl)(3-methylazetidin-3-yl)methanone